ClC=1N=C(C2=C(N1)N(C=C2)[C@H]2C[C@@H]([C@@](O2)(C#C)CO)OC(C2=CC=CC=C2)(C2=CC=CC=C2)C2=CC=C(C=C2)OC)NC(C2=CC=CC=C2)(C2=CC=CC=C2)C2=CC=C(C=C2)OC ((2R,3S,5R)-5-(2-chloro-4-(((4-methoxyphenyl)diphenylmethyl)amino)-7H-pyrrolo[2,3-d]pyrimidin-7-yl)-2-ethynyl-3-((4-methoxyphenyl)diphenylmethoxy)-tetrahydrofuran-2-yl)methanol